N-[3-(4-aminophenyl)-1,2-oxazol-5-yl]-4-{2-methyl-5H,6H,7H-pyrazolo[1,5-a]pyrimidin-4-yl}-4-oxobutanamide NC1=CC=C(C=C1)C1=NOC(=C1)NC(CCC(=O)N1C=2N(CCC1)N=C(C2)C)=O